di(methacryloxyethyl)trimethylhexamethylenediurethane C(C(=C)C)(=O)OCCC(OC(NCCCCCCN(C(=O)OC(C)(C)C)C)=O)(C)CCOC(C(=C)C)=O